FC1=CC=C(C=C1)S(=O)(=O)NCC1=CN=NN1CC1=CC=C(C=C1)NC(=O)C(C(=O)OCC)CC(C)C Ethyl 2-[[4-[[5-[[(4-fluorophenyl)sulfonylamino]methyl]triazol-1-yl]methyl] phenyl]carbamoyl]-4-methyl-pentanoate